sodium bis(trifluoromethane)sulfonimide [N-](S(=O)(=O)C(F)(F)F)S(=O)(=O)C(F)(F)F.[Na+]